cyclopropyl(6-(2-methyl-2H-pyrazolo[3,4-b]pyridin-5-yl)thieno[2,3-b]pyridin-2-yl)methanol C1(CC1)C(O)C1=CC=2C(=NC(=CC2)C2=CC=3C(N=C2)=NN(C3)C)S1